C(\C=C\CCC)(=O)OCC ethyl trans-2-hexenoate